Cl.NC(CC(=O)O)CC=1C=C(C=CC1)C1=CC=C(C=C1)OC1=NC=C(C=C1)Cl 3-amino-4-(4'-((5-chloropyridin-2-yl)oxy)-[1,1'-biphenyl]-3-yl)butanoic acid hydrochloride